CC(CCCCCCC(CC)O)O 2,9-Undecanediol